C(C)OC([C@@H](NC(=O)NS(=O)(=O)C1=CC=C(C)C=C1)CC1=CC=CC=C1)=O N-(p-toluenesulfonylaminocarbonyl)-phenylalanine-ethyl ester